N1=CC(=CC=C1)CN pyridin-3-ylmethylamine